CC=1OC(=CC1C(=O)NC1=NC(=NS1)CC(C)N1CCCC1)C1=CC(=CC=C1)OC(F)(F)F 2-Methyl-N-(3-(2-(pyrrolidin-1-yl)propyl)-1,2,4-thiadiazol-5-yl)-5-(3-(trifluoromethoxy)phenyl)furan-3-carboxamide